CS(=O)N1CCC1 1-(methylsulfinyl)azetidin